ClC1=C(C=CC(=C1)CNC1=CC(=CC=C1)F)NC(CCC)=O N-{2-chloro-4-[(3-fluorophenylamino)methyl]phenyl}butyramide